BrC=1C(=CC2=C(N(CC(CS2(=O)=O)(CC)CCCC)C2=CC=CC=C2)C1)O\C=C(\C(=O)OC)/F methyl (Z)-3-((7-bromo-3-butyl-3-ethyl-1,1-dioxido-5-phenyl-2,3,4,5-tetrahydro-1,5-benzothiazepin-8-yl)oxy)-2-fluoroacrylate